C1OCC2=C(C=CC=C12)CC(=O)O 2-(1,3-Dihydroisobenzofuran-4-yl)acetic acid